1-ethyl-3-(5-((4-(2-fluoro-6-(1H-pyrazol-1-yl)pyridin-3-yl)piperidin-1-yl)methyl)-1-methyl-1H-imidazol-2-yl)urea C(C)NC(=O)NC=1N(C(=CN1)CN1CCC(CC1)C=1C(=NC(=CC1)N1N=CC=C1)F)C